1,3-di-tert-butyl-5-chloro-9,9-dimethyl-9H-fluorene C(C)(C)(C)C1=CC(=CC=2C3=C(C=CC=C3C(C12)(C)C)Cl)C(C)(C)C